[Na+].C(\C=C/C(=O)[NH-])(=O)[O-].[Na+] maleamic acid sodium salt